BrC=1C=CC(N(C1)C1CCC1)=O 5-bromo-1-cyclobutylpyridin-2(1H)-one